2-methyl-N-acryloylaziridine CC1N(C1)C(C=C)=O